C(C=C)(=O)NCCC[N+](CCCS(=O)(=O)[O-])(C)C 3-((3-acrylamidopropyl) dimethylammonio)propane-1-sulfonate